((3aR,4R,7R,7aR)-2,2-dimethyl-7-(1-methyl-1H-pyrazol-4-yl)tetrahydro-4H-[1,3]dioxolo[4,5-c]pyran-4-yl)methanol CC1(O[C@H]2[C@H]([C@H](OC[C@H]2C=2C=NN(C2)C)CO)O1)C